N-(1-(6-((R)-3-((cyclobutylmethyl)amino)piperidin-1-yl)pyridazin-3-yl)ethyl)-7-methoxy-1H-indazole-4-carboxamide C1(CCC1)CN[C@H]1CN(CCC1)C1=CC=C(N=N1)C(C)NC(=O)C=1C=2C=NNC2C(=CC1)OC